(diphenylpyridyl)(terphenyl) C1(=CC=CC=C1)C1=C(C(=NC=C1)C1=C(C=CC=C1)C=1C(=CC=CC1)C1=CC=CC=C1)C1=CC=CC=C1